dimethylsilandiyl-bis(2-ethylindenyl)zirconium dichloride [Cl-].[Cl-].C[Si](=[Zr+2](C1C(=CC2=CC=CC=C12)CC)C1C(=CC2=CC=CC=C12)CC)C